18-methylnonadecyl eicos-13-enoate C(CCCCCCCCCCCC=CCCCCCC)(=O)OCCCCCCCCCCCCCCCCCC(C)C